6-(benzenesulfonyl)-2-(tetrahydro-2H-pyran-2-yl)-1,6-dihydroimidazo[4,5-d]Pyrrolo[2,3-b]Pyridine C1(=CC=CC=C1)S(=O)(=O)N1C=CC=2C1=NC=C1C2NC(=N1)C1OCCCC1